3-(5-((6,6-dimethylpiperidin-3-yl)oxy)-1-oxoisoindolin-2-yl)piperidine-2,6-dione CC1(CCC(CN1)OC=1C=C2CN(C(C2=CC1)=O)C1C(NC(CC1)=O)=O)C